C(C)(C)(C)OOC(CCCCC(=O)OOC(C)(C)C)=O di-t-butyl-diperoxyadipate